C1N(CC2=CC=CC=C12)C1=NC=2N(C(=C1)C=1C=NN(C1)C)N=C(C2)C(=O)NC2=CC(=CC=C2)OC 5-(isoindolin-2-yl)-N-(3-methoxyphenyl)-7-(1-methyl-1H-pyrazol-4-yl)pyrazolo[1,5-a]pyrimidine-2-carboxamide